(2-amino-2-(hydroxyimino)ethyl)phosphonic acid hydrogen butyl ester C(CCC)OP(O)(=O)CC(=NO)N